COC=1C=C(C=CC1OC)C=CC(=O)N 3-(3,4-dimethoxy-phenyl)-acrylamide